FC(C1=CC2=C(N=C(N=C2)NC2=CC(=C(C(=O)NC3CCN(CC3)C)C=C2OC)F)N1CC1=NC=CN=C1NS(=O)(=O)C)F 4-((6-(difluoromethyl)-7-((3-(N-methylsulfonylamino)pyrazin-2-yl)methyl)-7H-pyrrolo[2,3-d]pyrimidin-2-yl)amino)-2-fluoro-5-methoxy-N-(1-methylpiperidin-4-yl)benzamide